C(#N)[C@@H](C[C@@H]1C(NCCC1)=O)NC(=O)[C@@H]1N([C@H]2CC([C@@H]1CC2)(F)F)C(=O)C=2NC1=C(C(=CC(=C1C2)F)F)F (1R,3R,4R)-N-[(1R)-1-cyano-2-[(3R)-2-oxo-3-piperidyl]ethyl]-5,5-difluoro-2-(4,6,7-trifluoro-1H-indole-2-carbonyl)-2-azabicyclo[2.2.2]octane-3-carboxamide